5-pregnenediol C[C@]12CC[C@H]3[C@H]([C@@H]1CC[C@@H]2CC(O)O)CC=C4[C@@]3(CCCC4)C